BrC=1C=CC(=C(C=O)C1)OCC1=C(SC=C1)Br 5-bromo-2-((2-bromothiophen-3-yl)methoxy)benzaldehyde